ClC=1C=C(C=CC1Cl)N1C(C2=CC=C(C=C2C=N1)OCCCN1CCC(CC1)C1=NOC2=C1C=CC(=C2)F)=O 2-(3,4-dichlorophenyl)-6-(3-(4-(6-fluorobenzo[d]isoxazol-3-yl)piperidin-yl)propoxy)-phthalazin-1(2H)-one